OC(CC)P(OC(C)C)(OC(C)C)=O dipropan-2-yl (1-hydroxypropyl)phosphonate